(3-((3S,4S)-4-amino-3-methyl-2-oxa-8-azaspiro[4.5]decan-8-yl)-6-(((6aS,8R)-8-fluoro-6a,7,8,9-tetrahydro-6H-pyrido[3,2-b]pyrrolo[1,2-d][1,4]oxazin-4-yl)thio)pyrazin-2-yl)methanol N[C@@H]1[C@@H](OCC12CCN(CC2)C=2C(=NC(=CN2)SC2=CC=NC1=C2OC[C@H]2N1C[C@@H](C2)F)CO)C